10-diphenylamino-9-(6-diphenylamino-2-naphthylamino)anthracene C1(=CC=CC=C1)N(C1=C2C=CC=CC2=C(C2=CC=CC=C12)NC1=CC2=CC=C(C=C2C=C1)N(C1=CC=CC=C1)C1=CC=CC=C1)C1=CC=CC=C1